C1(CC1)C(=O)N1C[C@]2([C@@](C1)(CN(C2)C2=NC(=NC=C2)NC2=CC=C(C(=O)O)C=C2)C)C 4-((4-((3aR,6aS)-5-(cyclopropylcarbonyl)-3a,6a-dimethylhexahydropyrrolo[3,4-c]pyrrol-2(1H)-yl)pyrimidin-2-yl)amino)benzoic acid